C1(CC1)N(C(=O)C1(CCN(CC1)C1=CN=NC(=C1)C1=C(C=CC=C1)O)C1=CC=CC=C1)C1CCNCC1 N-CYCLOPROPYL-1-[6-(2-HYDROXYPHENYL)PYRIDAZIN-4-YL]-4-PHENYL-N-(PIPERIDIN-4-YL)PIPERIDINE-4-CARBOXAMIDE